(4-bromophenyl)alanine methyl ester COC([C@@H](NC1=CC=C(C=C1)Br)C)=O